3-ethylfurane-2,5-dione C(C)C=1C(OC(C1)=O)=O